methyl-4-(2-(1-(2-(methylthio)propanoyl)piperidin-2-yl)-1H-imidazol-5-yl)benzoate COC(C1=CC=C(C=C1)C1=CN=C(N1)C1N(CCCC1)C(C(C)SC)=O)=O